ClC=1N=C(C2=C(N1)N(C=C2)S(=O)(=O)C2=CC=C(C)C=C2)C2=CN(C1=CC(=CC=C21)F)C 2-chloro-4-(6-fluoro-1-methyl-1H-indol-3-yl)-7-tosyl-7H-pyrrolo[2,3-d]pyrimidine